(2-(benzyloxy)-4,6-dihydroxy-3-methylphenyl)(7-methoxy-3,4-dihydroisoquinolin-2(1H)-yl)methanone C(C1=CC=CC=C1)OC1=C(C(=CC(=C1C)O)O)C(=O)N1CC2=CC(=CC=C2CC1)OC